tert-butyl 4-methoxy-2-(methoxy(methyl)carbamoyl)pyrrolidine-1-carboxylate COC1CC(N(C1)C(=O)OC(C)(C)C)C(N(C)OC)=O